N-(5-(2-(2-azabicyclo[4.1.0]heptan-2-yl)acetamido)-2-methylpyridin-3-yl)-2-(1-methyl-1H-pyrazol-4-yl)-1H-pyrrolo[2,3-b]pyridine-5-carboxamide C12N(CCCC2C1)CC(=O)NC=1C=C(C(=NC1)C)NC(=O)C=1C=C2C(=NC1)NC(=C2)C=2C=NN(C2)C